FC=1C=C(C=NC1)CN1C2CN(CC1C2)C2=CC=C(C=N2)C=2C=1N(C=C(C2)OCC(C)(C)O)N=CC1C#N 4-(6-(6-((5-fluoropyridin-3-yl)methyl)-3,6-diazabicyclo[3.1.1]heptan-3-yl)pyridin-3-yl)-6-(2-hydroxy-2-methylpropoxy)pyrazolo[1,5-a]pyridine-3-carbonitrile